O=C1NC(CCC1N1C(N(C2=C1C=CC=C2CC=O)C)=O)=O 2-(1-(2,6-dioxopiperidin-3-yl)-3-methyl-2-oxo-2,3-dihydro-1H-benzo[d]imidazol-4-yl)acetaldehyde